3-({1-[(2-methoxynaphthalen-1-yl)methyl]naphthalen-2-yl}oxy)cyclobutan-1-amine COC1=C(C2=CC=CC=C2C=C1)CC1=C(C=CC2=CC=CC=C12)OC1CC(C1)N